2-(4-(2-((8-(bis(4-methoxybenzyl)amino)-6-(3-cyano-2-fluorophenyl)-[1,2,4]triazolo[1,5-a]pyrazin-2-yl)methyl)-3-fluorophenyl)-1H-pyrazol-1-yl)acetic acid COC1=CC=C(CN(C=2C=3N(C=C(N2)C2=C(C(=CC=C2)C#N)F)N=C(N3)CC3=C(C=CC=C3F)C=3C=NN(C3)CC(=O)O)CC3=CC=C(C=C3)OC)C=C1